C1(CC1)C=1C(=CC(=C(C(=O)OC)C1)F)COCC1(CN(C1)CC1=CC(=CC(=C1)Cl)Cl)F methyl 5-cyclopropyl-4-(((1-(3,5-dichlorobenzyl)-3-fluoroazetidin-3-yl) methoxy) methyl)-2-fluorobenzoate